N1(CCOCC1)C=O 4-morpholineformaldehyde